1-Methyl-N-(4-(4-(trifluoromethyl)piperidin-1-yl)phenyl)-1H-indol-6-amine CN1C=CC2=CC=C(C=C12)NC1=CC=C(C=C1)N1CCC(CC1)C(F)(F)F